ClC=1C(=CC2=C(N(C(N=C2N2[C@H](CN(CC2)C(=O)[O-])C)=C=O)C2=C(C=CC=C2C)C(C)C)N1)F (S)-4-(7-chloro-6-fluoro-1-(2-isopropyl-6-methylphenyl)-2-carbonyl-1,2-dihydro Pyrido[2,3-d]pyrimidin-4-yl)-3-methylpiperazine-1-carboxylate